3-(1-((2-(trimethylsilyl)ethoxy)methyl)-1H-pyrazol-4-yl)benzoic acid C[Si](CCOCN1N=CC(=C1)C=1C=C(C(=O)O)C=CC1)(C)C